C(C)OC1=C(C=C(C=C1)CCC(=O)N1CCC(CC1)CC(=O)N[C@H](C(=O)OC)CC1=CC=C(C=C1)OC)F Methyl (S)-2-(2-(1-(3-(4-ethoxy-3-fluorophenyl)propanoyl)piperidin-4-yl)acetamido)-3-(4-methoxyphenyl)propanoate